METHYL-(1-ISOCYANOCYCLOPROPYL)-CARBOXYLATE COC(=O)C1(CC1)[N+]#[C-]